2-(1-(t-Butoxycarbonyl)-4-methylpiperidin-4-yl)acetic acid C(C)(C)(C)OC(=O)N1CCC(CC1)(C)CC(=O)O